tert-butyl 4-[(4-methylphenyl) sulfonyl]-1-piperidinecarboxylate CC1=CC=C(C=C1)S(=O)(=O)C1CCN(CC1)C(=O)OC(C)(C)C